ClC1=C(C(=O)O)C=CC(=N1)N1N=C(C=C1)OCC1C2(C13CC3)CC2 2-chloro-6-(3-(dispiro[2.0.2.1]heptane-7-ylmethoxy)-1H-pyrazol-1-yl)nicotinic acid